N-(3-(2'-fluoro-[1,1'-biphenyl]-4-yl)propyl)-4-methyloxazole-5-carboxamide FC1=C(C=CC=C1)C1=CC=C(C=C1)CCCNC(=O)C1=C(N=CO1)C